(5S)-9,9-dimethyl-8-oxo-2-(3,3,3-trifluoro-2-hydroxy-2-methylpropanoyl)-2-azaspiro[4.5]dec-6-ene-7-carbonitrile CC1(C(C(=C[C@@]2(CCN(C2)C(C(C(F)(F)F)(C)O)=O)C1)C#N)=O)C